CS(=O)(=O)OC1=C(C=CC=C1)P(C1=CC=C(C=C1)[Si](CCCC)(CCCC)CCCC)Cl 2-(chloro(4-(tributylsilyl)phenyl)phosphaneyl)phenyl methanesulfonate